3-methoxy-5-(5-(6-methoxy-3,4-dihydroisoquinolin-2(1H)-yl)-1H-benzo[d]imidazol-2-yl)benzene-1,2-diol COC1=C(C(=CC(=C1)C1=NC2=C(N1)C=CC(=C2)N2CC1=CC=C(C=C1CC2)OC)O)O